(di-iso-propylamino)tribromosilane C(C)(C)N(C(C)C)[Si](Br)(Br)Br